Methyl 8-bromo-5-chloroimidazo[1,5-a]pyridine-3-carboxylate BrC=1C=2N(C(=CC1)Cl)C(=NC2)C(=O)OC